(R) or (S)-N-(amino(5-(2-hydroxypropan-2-yl)-1-phenyl-1H-pyrazol-3-yl)(oxo)-λ6-sulfaneylidene)-2-(2,6-diisopropyl-4-((tetrahydro-2H-pyran-4-yl)ethynyl)phenyl)acetamide N[S@](=NC(CC1=C(C=C(C=C1C(C)C)C#CC1CCOCC1)C(C)C)=O)(=O)C1=NN(C(=C1)C(C)(C)O)C1=CC=CC=C1 |o1:1|